N[C@H]1C(N(C1=O)OS(=O)(=O)O)(C)C.CC1(CC=C(CC1)C=1C=CC=C2C=C(C=NC12)C(=O)N[C@@H](CO)C)C (R)-8-(4,4-dimethylcyclohex-1-en-1-yl)-N-(1-hydroxyprop-2-yl)quinoline-3-carboxamide (S)-3-amino-2,2-dimethyl-4-oxoazetidin-1-yl-hydrogensulfate